C(C)NC=1C2=C(N=C(N1)NC1=C(C=C(C=C1)S(=O)(=O)N1CCOCC1)OC)NC=C2 N4-ethyl-N2-(2-methoxy-4-(morpholinosulfonyl)phenyl)-7H-pyrrolo[2,3-d]pyrimidine-2,4-diamine